(R)-4-(3H-[1,2,3]triazolo[4,5-b]pyridin-3-yl)-2-fluoro-N-(8-(3-hydroxyprop-1-en-1-yl)isoquinolin-1-yl)-N-(piperidin-3-yl)benzamide N1=NN(C2=NC=CC=C21)C2=CC(=C(C(=O)N([C@H]1CNCCC1)C1=NC=CC3=CC=CC(=C13)C=CCO)C=C2)F